tert-butyl 7-[(1R,9R)-6-chloro-5,10,10-trimethyl-3-azatricyclo[7.1.1.02,7]undeca-2,4,6-trien-4-yl]-2,7-diazaspiro[3.4]octane-2-carboxylate ClC=1C(=C(N=C2[C@H]3C([C@@H](CC12)C3)(C)C)N3CCC1(CN(C1)C(=O)OC(C)(C)C)C3)C